COC([C@H](CO)NC(C1=CC=C(C=C1)C#CC1=CC=C(C=C1)N)=O)=O (2S)-2-[[4-[2-(4-aminophenyl)ethynyl]benzoyl]amino]-3-hydroxy-propionic acid methyl ester